N-(2-(2-methoxypyrimidin-4-yl)-1H-pyrrolo[3,2-c]pyridin-6-yl)cyclopropanecarboxamide COC1=NC=CC(=N1)C1=CC=2C=NC(=CC2N1)NC(=O)C1CC1